4-(3-((((1S,3S)-3-aminocyclohexyl)methyl)amino)-1-(2-methyl-2H-indazol-6-yl)-1H-pyrazol-5-yl)-2-fluorobenzonitrile N[C@@H]1C[C@H](CCC1)CNC1=NN(C(=C1)C1=CC(=C(C#N)C=C1)F)C=1C=CC2=CN(N=C2C1)C